COCCN1CCN(CC1)CC(CC(=O)O)C 4-(4-(2-methoxyethyl)piperazin-1-yl)-3-methylbutyric acid